6-chloro-4-phenyl-1H-quinolin-2-one ClC=1C=C2C(=CC(NC2=CC1)=O)C1=CC=CC=C1